N1(C=NC=C1)C=1C=C(C=CC1)C1=C(C(=NC(=C1C#N)OC)N)C#N 4-(3-(1H-imidazol-1-yl)phenyl)-2-amino-6-methoxypyridine-3,5-dinitrile